5-methyl-2-nitro-4H,5H,6H,7H,8H-pyrazolo[1,5-a][1,4]diazepine CN1CC=2N(CCC1)N=C(C2)[N+](=O)[O-]